borolidone B1=[C-]C(C=C1)=O